N-(1-(2,6-dimethoxyphenyl)-2-(6-ethoxypyridin-2-yl)-1H-imidazo[4,5-b]pyrazin-6-yl)-2-phenylacetamide COC1=C(C(=CC=C1)OC)N1C(=NC=2C1=NC(=CN2)NC(CC2=CC=CC=C2)=O)C2=NC(=CC=C2)OCC